C1(=CC=CC=C1)C1=C(C2=C(SC3=C2C=CC=C3)C=C1)C=1C(=C(C=CC1)C=1C(=CC=CC1)C1=CC=CC=C1)C1=NN=NC(=C1C1=CC=CC=C1)C1=CC=CC=C1 (phenyldibenzothiophenyl)(diphenyltriazinyl)terbenzene